2-(bis(4-methoxybenzyl)amino)-4-methyl-6-(pentan-2-ylamino)pyrimidine-5-carboxylate COC1=CC=C(CN(C2=NC(=C(C(=N2)C)C(=O)[O-])NC(C)CCC)CC2=CC=C(C=C2)OC)C=C1